2-((4-((4-((3R,5R)-adamantan-1-yl)phenyl)amino)phenyl)amino)benzoic acid C12(CC3CC(CC(C1)C3)C2)C2=CC=C(C=C2)NC2=CC=C(C=C2)NC2=C(C(=O)O)C=CC=C2